ClC1=NC=CC=C1N[C@H](C)C=1C=C(C=C2C(C(=C(OC12)SCC)C)=O)C 8-[(1R)-1-[(2-chloro-3-pyridyl)amino]ethyl]-2-ethylsulfanyl-3,6-dimethyl-chromen-4-one